OC(C)C=1NC2=C(N1)C=CC=C2 2-(1-hydroxyethyl)benzimidazole